ClC1=NC=C(C(=N1)NCC1=CC=C(C=C1)N1N=C(C=C1C)C(F)(F)F)OC(F)F 2-chloro-5-(difluoromethoxy)-N-(4-(5-methyl-3-(trifluoromethyl)-1H-pyrazol-1-yl)benzyl)pyrimidin-4-amine